N1(CCOCC1)C(=O)NCCCCCCCCCCCCC(=O)O 13-(morpholine-4-carboxamido)tridecanoic acid